(S)-(carboxyethyl)-2-[3(S)-(4(S)-phenyloxazolidin-2-one-3-yl)-4(R)-(2-chlorostyren-2-yl)azetidin-2-one-1-yl]acetic acid N-(3-trifluoromethylbenzyl) amide FC(C=1C=C(CNC([C@@H](N2C([C@H]([C@@H]2C2(C(C=C)C=CC=C2)Cl)N2C(OC[C@@H]2C2=CC=CC=C2)=O)=O)CCC(=O)O)=O)C=CC1)(F)F